CS(=O)(=O)OC1=C(C=CC2=C1SC=1N=C(N(C(C12)=O)CC=1OCCN1)C1=C(C=C(C=C1)OC)C1CC1)Cl 7-chloro-2-(2-cyclopropyl-4-methoxyphenyl)-3-((4,5-dihydrooxazol-2-yl)methyl)-4-oxo-3,4-dihydrobenzo[4,5]thieno[2,3-d]pyrimidin-8-yl methanesulfonate